mercaptomethyl-cyclopropyl-acetic acid disodium salt [Na+].[Na+].SCC(C(=O)[O-])C1CC1.SCC(C(=O)[O-])C1CC1